BrC1=CC=C(C=C1)C#CC1=C(C=CC=C1)NC(C)=O N-(2-((4-bromophenyl)ethynyl)phenyl)acetamide